2-(2,6-dichlorobenzamido)-3-(3-(3-(5,6,7,8-tetrahydro-1,8-naphthyridin-2-yl)propoxy)phenyl)propanoic acid ClC1=C(C(=O)NC(C(=O)O)CC2=CC(=CC=C2)OCCCC2=NC=3NCCCC3C=C2)C(=CC=C1)Cl